NC=1C=CC(=NC1)N1CCN(CC1)C(=O)OCCCC Butyl 4-(5-Aminopyridin-2-yl)piperazine-1-carboxylate